C1(CC1)C1=CC=C(C=N1)NC(=O)[C@@H]1CC12CCN(CC2)C(=O)[O-] |r| (±)-1-((6-cyclopropylpyridin-3-yl)carbamoyl)-6-azaspiro[2.5]octane-6-carboxylate